7-(2-(5-Cyclopropyl-3-(2,6-dichlorophenyl)isoxazol-4-yl)-7-azaspiro[3.5]non-1-en-7-yl)isochinolin C1(CC1)C1=C(C(=NO1)C1=C(C=CC=C1Cl)Cl)C1=CC2(C1)CCN(CC2)C2=CC=C1C=CN=CC1=C2